NC=1C2=C(N=C(N1)Cl)N(C=C2C2=NN(C=C2)C)[C@@H]2C[C@@H]([C@@H]1[C@H]2OC(O1)(C)C)C=1C=C(C=C(C1)OC)O 3-[(3aR,4R,6R,6aS)-6-[4-amino-2-chloro-5-(1-methylpyrazol-3-yl)pyrrolo[2,3-d]pyrimidin-7-yl]-2,2-dimethyl-tetrahydro-3aH-cyclopenta[d][1,3]dioxol-4-yl]-5-methoxyphenol